2-(3,4,5-trimethylmethoxyphenyl)acetamide CCOC=1C=C(C=C(C1OCC)OCC)CC(=O)N